1-(3-chloro-5-(methoxymethyl)phenyl)-2-(dimethylamino)ethan-1-ol tert-butyl-6-(((tert-butyldimethylsilyl)oxy)methyl)-1-oxa-8-azaspiro[4.5]decane-8-carboxylate C(C)(C)(C)C1OC2(CC1)C(CN(CC2)C(=O)OC(CN(C)C)C2=CC(=CC(=C2)COC)Cl)CO[Si](C)(C)C(C)(C)C